FC(C=1C2=C(SC1C(=O)O)C=C(S2)F)F 3-(difluoromethyl)-5-fluorothieno[3,2-b]thiophene-2-carboxylic acid